methyl (1S,4s)-4-(3-(((R)-2-(5-fluoropyridin-3-yl)-2-hydroxyethyl)amino)-3-methylbutyl)cyclohexane-1-carboxylate FC=1C=C(C=NC1)[C@H](CNC(CCC1CCC(CC1)C(=O)OC)(C)C)O